methyl (3S,8aR)-2-benzyloctahydropyrrolo[1,2-a]pyrazine-3-carboxylate C(C1=CC=CC=C1)N1C[C@@H]2N(C[C@H]1C(=O)OC)CCC2